2-(4-methyl-piperazin-1-yl)-1-[(3R,5R)-3-methyl-5-(8-trifluoromethoxy-quinolin-5-yl)-piperidin-1-yl]-ethanone CN1CCN(CC1)CC(=O)N1C[C@@H](C[C@@H](C1)C1=C2C=CC=NC2=C(C=C1)OC(F)(F)F)C